C(C1=CC=CC=C1)OC(=O)[C@@H]1C[C@@H](CCC1)C=O (1S,3R)-benzyl-3-formylcyclohexanecarboxylate